S(=O)(=O)=NC(=O)C=1C=NC(=CC1)N1N=C(C=C1)OCC1[C@H]2CC[C@@H](C1)C2 sulfonyl-6-[3-[[(1s,4r)-norbornan-2-yl]methoxy]pyrazol-1-yl]pyridine-3-carboxamide